(S,E)-1-(4-((4-([1,2,4]triazolo[1,5-a]pyridin-7-yloxy)-3-fluorophenyl)amino)pyrido[3,2-d]pyrimidin-6-yl)-3-(2-(dimethylamino)ethylidene)-4-methylpyrrolidin-2-one N=1C=NN2C1C=C(C=C2)OC2=C(C=C(C=C2)NC=2C1=C(N=CN2)C=CC(=N1)N1C(/C(/[C@@H](C1)C)=C/CN(C)C)=O)F